2'-p-methoxyphenyl-5'-(E)-styryl-6-oxo-6H-spiro(benzo[d][1,3]dioxin-5,1'-cyclopentane)-3',3'-dicarboxylic acid methyl ester COC(=O)C1(C(C2(C(C1)\C=C\C1=CC=CC=C1)C(C=CC=1OCOCC12)=O)C1=CC=C(C=C1)OC)C(=O)O